COC(=O)C1=CC(=C(C=C1)C1=CC(C=NC1)=O)C 5-(4-(methoxycarbonyl)-2-methylphenyl)-3-oxo-3,6-dihydropyridine